2-(2-((5-(1-aminoisoquinolin-7-yl)-2-(1-(ethoxycarbonyl)azetidin-3-yl)-2H-indazol-3-yl)methoxy)phenyl)acetic acid NC1=NC=CC2=CC=C(C=C12)C1=CC2=C(N(N=C2C=C1)C1CN(C1)C(=O)OCC)COC1=C(C=CC=C1)CC(=O)O